CC1(OCC(CO1)CN(C(=O)NC1=CC=C(C=C1)F)C(C)C1=CNC(C2=CC=CC=C12)=O)C 1-((2,2-dimethyl-1,3-dioxan-5-yl)methyl)-3-(4-fluorophenyl)-1-(1-(1-oxo-1,2-dihydroisoquinolin-4-yl)ethyl)urea